FC(OC1=NN(C(=C1)C)C1=C(C=CC(=N1)N1C=NC2=C1C=C(C(=C2)NC=2N=NC(=CC2C(=O)N(C)C)C)C)C(F)F)F 3-[[1-[6-[3-(difluoromethoxy)-5-methyl-pyrazol-1-yl]-5-(difluoromethyl)-2-pyridyl]-6-methyl-benzimidazol-5-yl]amino]-N,N,6-trimethyl-pyridazine-4-carboxamide